CC1CCC(NC1)C=1C=CC2=C(N=CS2)C1 5-(5-methyl-2-piperidyl)-1,3-Benzothiazole